platinum (0) 2,4,6,8-tetravinyl-2,4,6,8-tetramethyl-cyclotetrasiloxane (Z,E)-9,12-tetradecadien-1-yl-acetate C(CCCCCCC\C=C/C\C=C\C)CC(=O)O.C(=C)[Si]1(O[Si](O[Si](O[Si](O1)(C)C=C)(C)C=C)(C)C=C)C.[Pt]